ClC=1C(N(C(=CC1OC([2H])([2H])C1=NC=C(C=C1F)F)C)C1=CC(=NC=C1C)C(\C=C\N(C)C)=O)=O (E)-3-chloro-4-((3,5-difluoropyridin-2-yl)methoxy-d2)-2'-(3-(dimethylamino)acryloyl)-5',6-dimethyl-2H-[1,4'-bipyridin]-2-one